(2r,4s)-2-[2-(3-isopropylphenyl)-7-azaspiro[3.5]nonane-7-carbonyl]-5-azaspiro[3.4]octan-6-one C(C)(C)C=1C=C(C=CC1)C1CC2(C1)CCN(CC2)C(=O)C2CC1(C2)NC(CC1)=O